2,4-dimethoxy-5-fluoropyrimidine COC1=NC=C(C(=N1)OC)F